FC(CCCCC)(F)I 1,1-Difluoro-n-hexyl-iodine